(4-methylphenyl)-2-hydrazino-3-(1-methyl-1H-pyrazol-4-yl)pyrazine CC1=CC=C(C=C1)C=1N=C(C(=NC1)NN)C=1C=NN(C1)C